bis(3,3,5-trimethylhexanoyl) peroxide CC(CC(=O)OOC(CC(CC(C)C)(C)C)=O)(CC(C)C)C